C(C1=CC=CC=C1)ON1N=CC(=C1\C=C\C(C1=CC=CC=C1)C1=CC=CC=C1)C1CCN(CC1)C(=O)OCC Ethyl (E)-4-(1-(benzyloxy)-5-(3,3-diphenylprop-1-en-1-yl)-1H-pyrazol-4-yl)piperidine-1-carboxylate